2-Methyl-N-prop-2-ynyl-propane-1-sulfonamide CC(CS(=O)(=O)NCC#C)C